(6-chloro-5-(hydroxymethyl)-2-methyl-3-oxo-2,3-dihydropyridazin-4-yl)-N-(3,3-di-Fluorocyclopentyl)acetamide ClC=1C(=C(C(N(N1)C)=O)CC(=O)NC1CC(CC1)(F)F)CO